N1-(4-amino-3-methylbenzyl)-N2,N2-diethylethane-1,2-diamine NC1=C(C=C(CNCCN(CC)CC)C=C1)C